NC1=C2CN(C(C2=CC=C1)=O)[C@H]1C(NC(CC1)=O)=O (R)-3-(4-amino-1-oxo-1,3-dihydro-2H-isoindol-2-yl)piperidine-2,6-dione